N-(2,2-difluoro-3beta,7beta-dihydroxy-5beta-cholan-24-yl)1,1-dioxotetrahydro-2H-thiopyran-3-ylamine FC1([C@@H](C[C@H]2C[C@@H]([C@H]3[C@@H]4CC[C@H]([C@@H](CCCNC5CS(CCC5)(=O)=O)C)[C@]4(CC[C@@H]3[C@]2(C1)C)C)O)O)F